(2R,3S)-3-(4-bromobenzyl)pyrrolidine-2-carboxylic acid BrC1=CC=C(C[C@@H]2[C@@H](NCC2)C(=O)O)C=C1